[(5-Bromopentyl)amino]methane BrCCCCCNC